1-(3-cyclopropyl-1-methyl-1H-pyrazol-5-yl)-3-((3S,4R)-4-(3,5-difluorophenyl)-1-(2-methoxyethyl)pyrrolidin-3-yl)urea C1(CC1)C1=NN(C(=C1)NC(=O)N[C@@H]1CN(C[C@H]1C1=CC(=CC(=C1)F)F)CCOC)C